(1S,2R)-2-methyl-cyclohexan-1-amine, Hydrochloride Cl.C[C@H]1[C@H](CCCC1)N